3-((5-(6-methylpyridin-2-yl)-4-(quinoxalin-6-yl)-1H-imidazol-2-yl)methyl)benzamide methyl-(S)-3-methyl-4-(oxetan-3-yl)-2,3,4,5-tetrahydrobenzo[f][1,4]oxazepine-8-carboxylate COC(=O)C1=CC2=C(CN([C@H](CO2)C)C2COC2)C=C1.CC1=CC=CC(=N1)C1=C(N=C(N1)CC=1C=C(C(=O)N)C=CC1)C=1C=C2N=CC=NC2=CC1